(R)-N-(3,3-difluoro-1-methylpiperidin-4-yl)-4-methoxy-5-(1-(2,2,2-trifluoroethyl)-1H-benzo[d][1,2,3]triazol-6-yl)pyrrolo[2,1-f][1,2,4]triazin-7-d-2-amine FC1(CN(CC[C@H]1NC1=NN2C(C(=N1)OC)=C(C=C2[2H])C=2C=CC1=C(N(N=N1)CC(F)(F)F)C2)C)F